C(C)(C)(C)OC(=O)N1CSC[C@H]1C(=O)O (4R)-3-[(tert-butoxy)carbonyl]-1,3-thiazolidine-4-carboxylic acid